ClC=1C=C(C=NC1N1N=CC=N1)NC(=O)C=1C=NN(C1C(F)(F)F)C1=CC(=NC=C1C)C1OCCC1 N-(5-chloro-6-(2H-1,2,3-triazol-2-yl)pyridin-3-yl)-1-(5-methyl-2-(tetrahydrofuran-2-yl)pyridin-4-yl)-5-(trifluoromethyl)-1H-pyrazole-4-carboxamide